N'-benzoyl-N-(2,4,5-trifluorobenzyl)carbamimidothioic acid C(C1=CC=CC=C1)(=O)N=C(NCC1=C(C=C(C(=C1)F)F)F)S